9H-3,9-bicarbazole C1=CC(=CC=2C3=CC=CC=C3NC12)N1C2=CC=CC=C2C=2C=CC=CC12